(S)-3-((3-(2-(4-chlorophenyl)-2-hydroxyethyl)-1,2,4-oxadiazol-5-yl)methyl)-6-cyclopropyl-1-methylpyrimidine-2,4(1H,3H)-dione ClC1=CC=C(C=C1)[C@H](CC1=NOC(=N1)CN1C(N(C(=CC1=O)C1CC1)C)=O)O